CN(CCC=1C(=CC(N(C1)C(C(=O)N[C@@H](CC(=O)O)C=1C=C(C=C(C1F)C)C1=C(C(=CC=C1C)C)C)CC(C)C)=O)C(F)(F)F)C (3S)-3-(2-(5-(2-(dimethylamino)ethyl)-2-oxo-4-(trifluoromethyl)pyridin-1(2H)-yl)-4-methylpentanamido)-3-(4-fluoro-2',3',5,6'-tetramethyl-[1,1'-biphenyl]-3-yl)propanoic acid